tin antimonyl-carbon [Sb](=O)#[C].[Sn]